OC=1C=C(CNC(CSC=2SC3=C(N2)C(=CC=C3)C)=O)C=CC1O N-(3,4-dihydroxybenzyl)-2-((4-methylbenzo[d]thiazol-2-yl)thio)acetamide